1-(6-(4-(5-chloro-6-methyl-1H-indazol-4-yl)-3-(6-methoxypyridin-3-yl)-5-methyl-1H-pyrazol-1-yl)-2-azaspiro[3.3]Hept-2-yl)prop-2-en-1-one ClC=1C(=C2C=NNC2=CC1C)C=1C(=NN(C1C)C1CC2(CN(C2)C(C=C)=O)C1)C=1C=NC(=CC1)OC